ClCC(=O)N1CCN(CC1)C1=NC=CN=C1NC1=CC=C(C=C1)C(F)(F)F 2-chloro-1-(4-(3-((4-(trifluoromethyl)phenyl)amino)pyrazin-2-yl)piperazin-1-yl)ethan-1-one